3-(5-(((1R,2S)-2-(((3,5-difluoropyridin-4-yl)methyl)amino)cyclohexyl)methyl)-1-oxoisoindolin-2-yl)piperidine-2,6-dione FC=1C=NC=C(C1CN[C@@H]1[C@H](CCCC1)CC=1C=C2CN(C(C2=CC1)=O)C1C(NC(CC1)=O)=O)F